methyl (trans)-4-formylcyclohexane-1-carboxylate C(=O)[C@@H]1CC[C@H](CC1)C(=O)OC